COC1=C(C(=O)C2=CC=CC=C2)C=C(C(=C1)OC)C(C1=C(C=CC=C1)OC)=O 2,4-dimethoxy-5-(methoxybenzoyl)benzophenone